N1-(5-(tert-butyl)-[1,1'-biphenyl]-2-yl)-5-chloro-N3-(3,5-di-tert-butylphenyl)-N3-phenylbenzene-1,3-diamine C(C)(C)(C)C=1C=CC(=C(C1)C1=CC=CC=C1)NC1=CC(=CC(=C1)Cl)N(C1=CC=CC=C1)C1=CC(=CC(=C1)C(C)(C)C)C(C)(C)C